3,9-bis{1,1-dimethyl-2-[3-(3-t-butyl-4-hydroxy-5-methylphenyl)-propionyloxy]ethyl}2,4,8,10-tetraoxaspiro[5.5]undecane CC(COC(CCC1=CC(=C(C(=C1)C)O)C(C)(C)C)=O)(C)C1OCC2(CO1)COC(OC2)C(COC(CCC2=CC(=C(C(=C2)C)O)C(C)(C)C)=O)(C)C